2-Naphthyl-beta-D-glucuronic acid, sodium salt [Na+].C1=C(C=CC2=CC=CC=C12)[C@]1(O)[C@H](O)[C@@H](O)[C@H](O)[C@H](O1)C(=O)[O-]